6-{difluoro[6-(1H-pyrazol-4-yl)[1,2,4]triazolo[4,3-b]pyridazin-3-yl]methyl}quinolin-2(1H)-one FC(C=1C=C2C=CC(NC2=CC1)=O)(C1=NN=C2N1N=C(C=C2)C=2C=NNC2)F